(S)-2-(tert-butyl)oxetane C(C)(C)(C)[C@H]1OCC1